C(N1N=NC2=C1C=CC(=C2)OC2=C(C=C(C=C2)[N+](=O)[O-])C)([2H])([2H])[2H] 1-(methyl-d3)-5-(2-methyl-4-nitrophenoxy)-1H-benzo[d][1,2,3]triazole